C[C@@H]1CN(C[C@@H](O1)C)C(=O)C=1C2=C(N(N1)CC(=O)N1CCC(CC1)C1=CC(=CC=C1)CC(F)(F)F)CCC2 2-{3-[(2R,6S)-2,6-dimethylmorpholine-4-carbonyl]-5,6-dihydrocyclopenta[c]pyrazol-1(4H)-yl}-1-{4-[3-(2,2,2-trifluoroethyl)phenyl]piperidin-1-yl}ethan-1-one